(6-amino-2-methylquinazolin-5-yl)dimethylphosphine oxide NC=1C(=C2C=NC(=NC2=CC1)C)P(C)(C)=O